(R)-5-iodo-2-methoxy-7-tosyl-N-(1,1,1-trifluoropropan-2-yl)-7H-pyrrolo[2,3-d]pyrimidin-4-amine IC1=CN(C=2N=C(N=C(C21)N[C@@H](C(F)(F)F)C)OC)S(=O)(=O)C2=CC=C(C)C=C2